CC1=C(C=CC(=C1)C)N(C1=CC=C(C=C1)C=1C(C(C1O)=O)=O)C1C(CCCC1)OCCOCCOC 3-[4-((2,4-Dimethyl-phenyl)-{2-[2-(2-methoxy-ethoxy)-ethoxy]-cyclohexyl}-amino)-phenyl]-4-hydroxy-cyclobut-3-ene-1,2-dione